(R)-N-(4,4-Difluoro-1-(oxetan-3-yl)pyrrolidin-3-yl)-5-(3-(2,2-difluoroethyl)-2-methyl-3H-imidazo[4,5-b]pyridin-5-yl)pyrrolo[2,1-f][1,2,4]triazin-2-amine FC1([C@@H](CN(C1)C1COC1)NC1=NN2C(C=N1)=C(C=C2)C2=CC=C1C(=N2)N(C(=N1)C)CC(F)F)F